C(C=C)(=O)OCCCCCCCCCC[Si](OC)(OC)CCC acryloyloxydecylpropyldimethoxysilane